FC1=C(OC2=C3C(=NC=C2)NN=C3I)C=CC(=C1)[N+](=O)[O-] 4-(2-fluoro-4-nitrophenoxy)-3-iodo-1H-pyrazolo[3,4-b]Pyridine